2-((2-oxo-6-(trifluoromethyl)-1,2-dihydropyridin-4-yl)ethynyl)thiazole O=C1NC(=CC(=C1)C#CC=1SC=CN1)C(F)(F)F